cis-2,3-dimethylpiperazin C[C@@H]1NCCN[C@@H]1C